tri(triethoxysilyl) borate B(O[Si](OCC)(OCC)OCC)(O[Si](OCC)(OCC)OCC)O[Si](OCC)(OCC)OCC